tri(n-butyl)ammonium tetrakis-(2,3,4,6-tetrafluoro-phenyl)borate FC1=C(C(=CC(=C1F)F)F)[B-](C1=C(C(=C(C=C1F)F)F)F)(C1=C(C(=C(C=C1F)F)F)F)C1=C(C(=C(C=C1F)F)F)F.C(CCC)[NH+](CCCC)CCCC